C(C)(C)(C)OC(=O)N1C[C@@H](N(CC1)C=1C2=C(N=CN1)NC=C2C2CC2)C (S)-4-(5-cyclopropyl-7H-pyrrolo[2,3-d]pyrimidin-4-yl)-3-methylpiperazine-1-carboxylic acid tert-butyl ester